N[C@H](CO)CN1CCOCC1 (S)-2-amino-3-morpholinopropane-1-ol